COC(C1=CN=C(C=C1NCCNC(=O)NC1=C(C=CC=C1)Cl)Cl)=O 6-chloro-4-((2-(3-(2-chlorophenyl)ureido)ethyl)amino)nicotinic acid methyl ester